[I-].C(#N)C1=CC=CC=2N(C=[N+](C21)C)C=2C=C(C=CC2)C 4-cyano-3-methyl-1-(m-tolyl)-1H-benzo[d]imidazol-3-ium iodide